IC1=NN1 IodoDiazirine